C(C)(C)(C)OC(=O)N[C@@H](CC1=CC=C(C=C1)NS(O)(=O)=O)C=1SC=C(N1)C1=CSC=C1 4-((S)-2-(tert-Butoxycarbonylamino)-2-(4-(thiophen-3-yl)thiazol-2-yl)ethyl)phenyl-sulfamic acid